t-butyl (3R,5'S)-5'-carbamoyl-6-methyl-2-oxo-1,2-dihydrospiro[imidazo[1,2-b]pyrazole-3,3'-pyrrolidine]-1'-carboxylate C(N)(=O)[C@@H]1C[C@@]2(CN1C(=O)OC(C)(C)C)C(NC=1N2N=C(C1)C)=O